C1NCC12CC(C2)N2C(=NC1=C3CC[C@@H](NC3=CC=C12)C)CCC1=CC(=CC=C1)OC (7S)-3-{2-Azaspiro[3.3]heptan-6-yl}-2-[2-(3-methoxyphenyl)ethyl]-7-methyl-3H,6H,7H,8H,9H-imidazo[4,5-f]chinolin